tert-butyl (2-(dimethylphosphoryl)-4-methoxypyrimidin-5-yl)carbamate CP(=O)(C)C1=NC=C(C(=N1)OC)NC(OC(C)(C)C)=O